COCCC(=O)N beta-methoxypropionamide